C(C)(=O)NC(CCC(=O)O)C(C)=O 4-ACETAMIDO-5-OXO-HEXANOIC ACID